CC1=NC(=CC=C1C1=CC(=C(C#N)C(=C1)N1C2=CC=CC(=C2C=2C(=CC=CC12)C1=CC=CC=C1)C1=CC=CC=C1)N1C2=CC=CC(=C2C=2C(=CC=CC12)C1=CC=CC=C1)C1=CC=CC=C1)C 4-(2,6-dimethylpyridin-3-yl)-2,6-bis(4,5-diphenyl-9H-carbazol-9-yl)benzonitrile